O=C(CNC(=O)C=1C=C(CN2CCN(CC2)C(=O)OC(C)(C)C)C=CC1)C1=CC=CC=C1 tert-butyl 4-(3-((2-oxo-2-phenylethyl)carbamoyl)benzyl)piperazine-1-carboxylate